O(C1=CC=CC=C1)C1=NC(=NC=C1)C1=CC(=C(C(=C1)F)N1CCC(CC1)CC(=O)O)F 2-[1-[4-[4-phenoxy-pyrimidin-2-yl]-2,6-difluoro-phenyl]-4-piperidinyl]acetic acid